(R)-2-amino-3-(4-methoxyphenyl)propanoic acid N[C@@H](C(=O)O)CC1=CC=C(C=C1)OC